(2S,3S)-2-carbamothioyl-3-hydroxy-N-(4-methyl-5-(2-(1,1,1-trifluoro-2-methylpropan-2-yl)pyridin-4-yl)thiazol-2-yl)pyrrolidine-1-carboxamide C(N)(=S)[C@H]1N(CC[C@@H]1O)C(=O)NC=1SC(=C(N1)C)C1=CC(=NC=C1)C(C(F)(F)F)(C)C